(±)-Ethyl (1S,2S,5R)-2-hydroxybicyclo[3.1.0]hexane-6-carboxylate O[C@@H]1[C@@H]2[C@@H]([C@@H]2CC1)C(=O)OCC |&1:3|